(2S,4R)-1-[(2S)-2-[4-[1-(4-fluorophenyl)cyclopropyl]triazol-1-yl]-3,3-dimethyl-butanoyl]-4-hydroxy-N-methyl-pyrrolidine-2-carboxamide FC1=CC=C(C=C1)C1(CC1)C=1N=NN(C1)[C@H](C(=O)N1[C@@H](C[C@H](C1)O)C(=O)NC)C(C)(C)C